ClC=1C=CC(=C(C(=O)N[C@H](C(C(=O)NC)=O)C[C@H]2C(NCC2)=O)C1)NC(=O)C1CC1 5-chloro-2-(cyclopropanecarbonylamino)-N-[(1S)-3-(methylamino)-2,3-dioxo-1-[[(3S)-2-oxopyrrolidin-3-yl]methyl]propyl]benzamide